rac-4-(2,3-dichloro-6-((2-(trimethylsilyl)ethoxy)methoxy)phenyl)-1-(1-vinyl-1H-pyrazol-4-yl)pyrrolidin-2-one ClC1=C(C(=CC=C1Cl)OCOCC[Si](C)(C)C)[C@H]1CC(N(C1)C=1C=NN(C1)C=C)=O |r|